C(C)(C)C=1C(=NC2=C(C3=C(C=C2C1O)C=NN3)C)O 6-isopropyl-9-methyl-1H-pyrazolo[4,3-g]Quinoline-5,7-diol